[Br-].CC=1N=C(SC1C)C=1C=C(C=CC1)C=1N=NN([NH+]1)C1=CC=CC=C1 3'-[4,5-dimethylthiazol-2-yl]-2,5-diphenyl-tetrazolium bromide